4-[[(1R)-1-[3-(difluoromethyl)-2-fluoro-phenyl]ethyl]amino]-8-methyl-6-tetrahydrothiopyran-4-yl-pyrido[2,3-d]pyrimidin-7-one FC(C=1C(=C(C=CC1)[C@@H](C)NC=1C2=C(N=CN1)N(C(C(=C2)C2CCSCC2)=O)C)F)F